N1N=CC2=CC(=CC=C12)NC1=NC(=NC=C1)C1=CC=C2C=C(NC2=C1)C(=O)NC=1C=NN(C1)C1CCN(CC1)C 6-(4-((1H-indazol-5-yl)amino)pyrimidin-2-yl)-N-(1-(1-methylpiperidin-4-yl)-1H-pyrazol-4-yl)-1H-indole-2-carboxamide